(7R,14R)-1-ethynyl-6-(methyl-d3)-11-(1-methyl-1H-imidazol-4-yl)-6,7-dihydro-7,14-methanobenzo[f]benzo[4,5]imidazo[1,2-a][1,4]diazocin-5(14H)-one C(#C)C1=CC=CC=2C(N([C@H]3C=4N([C@@H](C21)C3)C3=C(N4)C=CC(=C3)C=3N=CN(C3)C)C([2H])([2H])[2H])=O